[3-(difluoromethyl)-1-[4-(hydroxymethyl)cyclohexyl]pyrazol-4-yl]-5-[(2R)-2-methylmorpholin-4-yl]pyrazolo[1,5-a]pyrimidine-3-carboxamide FC(C1=NN(C=C1C1=NN2C(N=C(C=C2)N2C[C@H](OCC2)C)=C1C(=O)N)C1CCC(CC1)CO)F